1-(tert-butyl)-N-((3-(7-(((3S,4R)-3-fluoro-1-methylpiperidin-4-yl)amino)-3-((S)-oxiran-2-yl)-2H-indazol-2-yl)-1,2,4-oxadiazol-5-yl)methyl)-1H-pyrrole-3-carboxamide C(C)(C)(C)N1C=C(C=C1)C(=O)NCC1=NC(=NO1)N1N=C2C(=CC=CC2=C1[C@@H]1OC1)N[C@H]1[C@H](CN(CC1)C)F